4-isopropylbenzonitrile C(C)(C)C1=CC=C(C#N)C=C1